(S)-N-((1-(4-Aminobutyl)pyrrolidin-2-yl)methyl)-3-chloro-5-ethyl-6-hydroxy-2-methoxybenzamide NCCCCN1[C@@H](CCC1)CNC(C1=C(C(=CC(=C1O)CC)Cl)OC)=O